(S)-2-amino-N-((5-bromopyridin-2-yl)methyl)-1-methyl-N-(1-(pyrimidin-2-yl)ethyl)-1H-benzo[d]imidazole-5-carboxamide NC1=NC2=C(N1C)C=CC(=C2)C(=O)N([C@@H](C)C2=NC=CC=N2)CC2=NC=C(C=C2)Br